(4S,5R)-5-[3-fluoro-5-(trifluoromethyl)phenyl]-4-methyl-N-(1,5-naphthyridin-4-ylmethyl)-2-oxo-1,3-oxazolidine-3-carboxamide FC=1C=C(C=C(C1)C(F)(F)F)[C@@H]1[C@@H](N(C(O1)=O)C(=O)NCC1=CC=NC2=CC=CN=C12)C